tert-butyl 3-(4-(2-hydroxyacetamido)-1-(4-(trifluoromethoxy)phenyl)-1H-pyrazolo[3,4-b]pyridin-3-yl)azetidine-1-carboxylate OCC(=O)NC1=C2C(=NC=C1)N(N=C2C2CN(C2)C(=O)OC(C)(C)C)C2=CC=C(C=C2)OC(F)(F)F